NC1=CC=C(C=C1)C1(C2=CC(=CC=C2C=2C=CC(=CC12)N)N)C1=CC=C(C=C1)N 9,9-bis(4-aminophenyl)-9H-fluorene-2,7-diamine